N-{4-[2-(2-chloro-4-fluorophenyl)acetylamino]pyridin-2-yl}-N-[3-(difluoromethyl)phenyl]acetamide ClC1=C(C=CC(=C1)F)CC(=O)NC1=CC(=NC=C1)N(C(C)=O)C1=CC(=CC=C1)C(F)F